(4S)-2-{[(2S)-1,4-dioxan-2-yl]methyl}-4-methyl-N-[(1-methyl-1H-pyrazol-3-yl)methyl]-8-(trifluoromethyl)-4,5-dihydro-2H-furo[2,3-g]indazole-7-carboxamide O1[C@H](COCC1)CN1N=C2C3=C(C[C@@H](C2=C1)C)OC(=C3C(F)(F)F)C(=O)NCC3=NN(C=C3)C